2-(4-chloro-1-isopropyl-1H-pyrazol-5-yl)-5-methoxy-4-((4-(1-methyl-4-(trifluoromethyl)-1H-imidazol-2-yl)benzyl)oxy)pyrimidine ClC=1C=NN(C1C1=NC=C(C(=N1)OCC1=CC=C(C=C1)C=1N(C=C(N1)C(F)(F)F)C)OC)C(C)C